ClC1=C(C(=CC=C1F)Cl)C(C)OC=1C(=NC=C(C1)C1=CC(=CC=C1)C(C)C)N 3-[1-(2,6-dichloro-3-fluoro-phenyl)-ethoxy]-5-(3-isopropyl-phenyl)-pyridin-2-ylamine